NC1=CC(=C(C=C1Cl)N1CCN(CC1)C(=O)OC(C)(C)C)F tert-butyl 4-(4-amino-5-chloro-2-fluorophenyl)piperazine-1-carboxylate